para-amino-ortho-cresol NC=1C=C(C(=CC1)O)C